[3-(difluoromethyl)-1-(4-formylcyclohexyl)pyrazol-4-yl]-5-(6-oxa-3-azabicyclo[3.1.1]hept-3-yl)pyrazolo[1,5-a]pyrimidine-3-carboxamide FC(C1=NN(C=C1C1=NN2C(N=C(C=C2)N2CC3OC(C2)C3)=C1C(=O)N)C1CCC(CC1)C=O)F